C1N(CC12CCOCC2)CC=2C=NC(=NC2)N2CCC(CC2)N2C1=C(N(C(C2=O)=O)C)C=C(C=N1)Cl 4-(1-(5-((7-oxa-2-azaspiro[3.5]nonan-2-yl)methyl)pyrimidin-2-yl)piperidin-4-yl)-7-chloro-1-methyl-1,4-dihydropyrido[2,3-b]pyrazine-2,3-dione